(3-(1-cyclobutyl-1H-imidazol-4-yl)-1-(4-(trifluoromethyl)phenyl)-1H-indol-5-yl)acrylamide 4-(4-(ethylpiperazin-1-yl)butyl)-3-hydroxypicolinate C(C)C1N(CCNC1)CCCCC1=C(C(=NC=C1)C(=O)O)O.C1(CCC1)N1C=NC(=C1)C1=CN(C2=CC=C(C=C12)C(C(=O)N)=C)C1=CC=C(C=C1)C(F)(F)F